C(C)(C)(C)P(C1=C(C=CC=C1)C1=C(C=CC=C1)C)C(C)(C)C 2-(di-tert-butylphosphino)-2'-methylbiphenyl